CC=1C(=C(C=CC1CC1=CNC2=CC(=CC=C12)[N+](=O)[O-])O)C dimethyl-4-((6-nitro-1H-indol-3-yl)methyl)phenol